O=C1NC(CCC1N1C(C2=CC=CC(=C2C1=O)NC1CCN(CC1)C(=O)N1CCC(CC1)C(=O)O)=O)=O 1-(4-[[2-(2,6-dioxopiperidin-3-yl)-1,3-dioxoisoindol-4-yl]amino]piperidine-1-carbonyl)piperidine-4-carboxylic acid